[8-{[3,5-bis(trifluoromethyl)phenyl]sulfonyl}-3,8-diazabicyclo[3.2.1]oct-3-yl](1H-1,2,3-triazol-5-yl)methanone FC(C=1C=C(C=C(C1)C(F)(F)F)S(=O)(=O)N1C2CN(CC1CC2)C(=O)C2=CN=NN2)(F)F